COC([C@H](CC(C)C)N1C(C(=NC(=C1)CCC1=CC=CC2=NC3=CC=CC=C3C=C12)C)=O)=O (S)-2-(5-(2-(acridin-1-yl)ethyl)-3-methyl-2-oxopyrazin-1(2H)-yl)-4-methylpentanoic acid methyl ester